ClC1=C(C=C(C=C1)F)C1=NOC(=N1)CCl 3-(2-chloro-5-fluorophenyl)-5-(chloromethyl)-1,2,4-oxadiazole